NC1(CC(C1)OCC1=CC=CC=C1)C(=O)O 1-amino-3-(benzyloxy)cyclobutane-1-carboxylic acid